CN(CCCOC1=NC=C(C=C1)C1=CC=C2C(=N1)N(C=N2)C2=CC=C1CCCN(C1=C2)S(=O)(=O)C)C N,N-dimethyl-3-((5-(3-(1-(methylsulfonyl)-1,2,3,4-tetrahydroquinolin-7-yl)-3H-imidazo[4,5-b]pyridin-5-yl)pyridin-2-yl)oxy)propan-1-amine